N1=C(C=CC=C1)C=1NC=CN1 pyridinyl-imidazole